(1S,2S,3S,6R)-6-((3,4-dichlorophenethyl)amino)-4-(fluoromethyl)cyclohex-4-ene-1,2,3-triol ClC=1C=C(CCN[C@@H]2C=C([C@@H]([C@@H]([C@H]2O)O)O)CF)C=CC1Cl